ammonium lactate salt C(C(O)C)(=O)[O-].[NH4+]